C/C(/C=O)=C\C(CC=C(C)C)(C=1C=NC=CC1C)C (E)-2,4,7-trimethyl-4-(4-methylpyridin-3-yl)oct-2,6-dienal